[C@H]12CN(C[C@H](CC1)N2)C2=NC(=NC1=C(C(=C(C=C21)F)C2=C1C(=NNC1=CC(=C2OC(F)F)C)C)F)OCC2(CC2)CN2CCOCC2 4-((1-(((4-((1R,5S)-3,8-diazabicyclo[3.2.1]octan-3-yl)-7-(5-(difluoromethoxy)-3,6-dimethyl-1H-indazol-4-yl)-6,8-difluoroquinazolin-2-yl)oxy)methyl)cyclopropyl)methyl)morpholine